1-(2-((5-(cinnolin-6-yl)-7H-pyrrolo[2,3-d]pyrimidin-2-yl)amino)-7-azaspiro[3.5]nonan-7-yl)ethan-1-one N1=NC=CC2=CC(=CC=C12)C1=CNC=2N=C(N=CC21)NC2CC1(C2)CCN(CC1)C(C)=O